(2'S,4S,6'S,7S)-2'-methyl-6'-(1-methyltriazol-4-yl)-2-(trifluoromethyl)spiro[4,5-dihydrothieno[2,3-c]pyran-7,4'-piperidine]-4-ol C[C@@H]1N[C@@H](C[C@]2(C1)OC[C@H](C1=C2SC(=C1)C(F)(F)F)O)C=1N=NN(C1)C